C1(=CC=CC=C1)S(=O)(=O)C1=CC=2C(=NC(=CC2)OCC2=CC=CC=C2)N1 (benzenesulfonyl)-6-benzyloxypyrrolo[2,3-b]pyridine